3-(4-(5-benzylpyrimidin-2-yl)-1,4-diazepan-1-yl)-6-(1-methyl-1H-pyrazol-4-yl)pyrazolo[1,5-a]pyrimidine C(C1=CC=CC=C1)C=1C=NC(=NC1)N1CCN(CCC1)C=1C=NN2C1N=CC(=C2)C=2C=NN(C2)C